ClC=1C(=C(C=CC1)[C@H](C)N)F (S)-1-(3-chloro-2-fluorophenyl)ethan-1-amine